(3-hydroxybenzyl)-2-(2-isopropylphenyl)-7,9-dihydro-8H-purin-8-one OC=1C=C(CN2C3=NC(=NC=C3NC2=O)C2=C(C=CC=C2)C(C)C)C=CC1